N-((4,7-difluoro-3-methylbenzofuran-2-yl)methylene)-2-methylpropan-2-sulfinamide FC1=CC=C(C2=C1C(=C(O2)C=NS(=O)C(C)(C)C)C)F